6-methoxy-2,4,7-trimethyl-2,3-dihydro-1H-indene COC1=CC(=C2CC(CC2=C1C)C)C